FC1(CC(C=O)=CC=C1)OC1=CC=CC=C1 3-fluoro-3-phenoxybenzaldehyde